5-(5-ethyl-3-(ethylsulfonyl)pyridin-2-yl)-2-(trifluoromethyl)pyrazolo[1,5-a]pyrimidine C(C)C=1C=C(C(=NC1)C1=NC=2N(C=C1)N=C(C2)C(F)(F)F)S(=O)(=O)CC